N1N=NC2=C1C=CC(=C2)CNC(=O)C2[C@H]1CN(C[C@@H]21)C(=O)OCC2=CC(=CC(=C2)C(F)(F)F)C(F)(F)F 3,5-bis(trifluoromethyl)benzyl (1R,5S)-6-(((1H-benzo[d][1,2,3]triazol-5-yl)methyl)carbamoyl)-3-azabicyclo[3.1.0]hexane-3-carboxylate